CN(C(OCCCC)=O)CC1=CC=C(C=C1)C1=NNC(C2=CC=CC=C12)=O butyl methyl(4-(4-oxo-3,4-dihydrophthalazin-1-yl)benzyl)carbamate